CC1(COCC1)NC(O[C@H]1C[C@H](CC1)C1=CC(=NN1)NC(CC=1C=NN(C1C(F)(F)F)C)=O)=O (1R,3S)-3-[3-({[1-methyl-5-(trifluoromethyl)-1H-pyrazol-4-yl]acetyl}-amino)-1H-pyrazol-5-yl]-cyclopentyl [(3ξ)-3-meth-yltetrahydrofuran-3-yl]-carbamate